ClC1=CC=C(C(=N1)S(=O)(=O)N)O[C@H](C)C=1C=C(C=C2C(C(=C(OC12)SCC)C)=O)C 6-Chloro-3-[(1R)-1-(2-ethylsulfanyl-3,6-dimethyl-4-oxo-chromen-8-yl)ethoxy]pyridine-2-sulfonamide